C(C1=CC=CC=C1)NC1=NC=C2N(C1=O)CCC21CCCC1 (S)-3'-(benzylamino)-4'-oxo-6',7'-dihydro-4'H-spiro[cyclopentane-1,8'-pyrrolo[1,2-a]pyrazin]